2,6-dimethyl-2-octenal CC(C=O)=CCCC(CC)C